BrC1=C(C=CC(=C1)C(N)=N)C1=C(C=CC=C1)OC bromo-2'-methoxy-[1,1'-biphenyl]-4-carboximidamide